Cl.NCC(=O)C1=CC(=CC=C1)Cl 2-amino-1-(3-chlorophenyl)ethan-1-one hydrogen chloride